4-amino-2,6-xylenol NC=1C=C(C(=C(C1)C)O)C